C1=CC=CC=2C3=CC=CC=C3N(C12)C1=C(C(C(C=C1C#N)(C#N)N1C2=CC=CC=C2C=2C=CC=CC12)N1C2=CC=CC=C2C=2C=CC=CC12)N1C2=CC=CC=C2C=2C=CC=CC12 1,2,3,4-tetra(carbazole-9-yl)-4,6-dicyanobenzene